((S)-4,4-difluoro-3-methyl-3-(6-oxo-1,6-dihydropyridin-3-yl)piperidin-1-yl)propanamide FC1([C@](CN(CC1)C(C(=O)N)C)(C1=CNC(C=C1)=O)C)F